ClC1=CC=C(S1)CSC1=CC(=NN1C(C1=C(C=CC=C1)OC)=O)C1C(N(CC1C(F)(F)F)S(=O)(=O)N1CCCC1)=O 3-(5-{[(5-chlorothiophen-2-yl)methyl]sulfanyl}1-(2-methoxybenzoyl)-1H-pyrazol-3-yl)-1-(pyrrolidine-1-sulfonyl)-4-(trifluoromethyl)pyrrolidin-2-one